amyl-(dimethylamino)tantalum C(CCCC)[Ta]N(C)C